COC1=CC=C(CS)C=C1 4-methoxybenzylmercaptan